tert-butyl (S)-7-(4-fluorobenzyl)-6-((2-hydroxyethyl) amino)-2-methyl-2,3-dihydro-1H-pyrido[2,3-b][1,4]oxazine-1-carboxylate FC1=CC=C(CC2=CC3=C(OC[C@@H](N3C(=O)OC(C)(C)C)C)N=C2NCCO)C=C1